5-[4-[3-[2-(1-Piperidyl)ethoxy]pyrrolidin-1-yl]pyrazolo[3,4-d]pyrimidin-2-yl]-1H-pyrimidine-2,4-dione hydrochloride Cl.N1(CCCCC1)CCOC1CN(CC1)C=1C=2C(N=CN1)=NN(C2)C=2C(NC(NC2)=O)=O